(methyl-d3)piperazine C([2H])([2H])([2H])N1CCNCC1